1-[2-(Benzo[d]isoxazol-3-yl)phenyl]-2-(pyridin-2-yl)propan-1-amine hydrochloride Cl.O1N=C(C2=C1C=CC=C2)C2=C(C=CC=C2)C(C(C)C2=NC=CC=C2)N